4-(9H-carbazol-9-yl)-8-chloro-[1]benzofuro[3,2-d]pyrimidine C1=CC=CC=2C3=CC=CC=C3N(C12)C=1C2=C(N=CN1)C1=C(O2)C=CC(=C1)Cl